OC=1C=C(C=CC1O)/C=C/C(=O)NCCC1=CC=C(C=C1)OCC1=NC=CC=C1 (E)-3-(3,4-dihydroxyphenyl)-N-(4-(pyridin-2-ylmethoxy)phenethyl)acrylamide